C(#N)C=1C=NN2C1C(=CC(=C2)C=2C=NC(=CC2)OCCN(C)C)OS(=O)(=O)C(F)(F)F [3-cyano-6-[6-[2-(dimethylamino)ethoxy]-3-pyridyl]pyrazolo[1,5-a]pyridin-4-yl]trifluoromethanesulfonate